tert-butyl 3-((4-nitro-1-((2-(trimethylsilyl)ethoxy)methyl)-1H-pyrazol-3-yl)oxy)azetidine-1-carboxylate [N+](=O)([O-])C=1C(=NN(C1)COCC[Si](C)(C)C)OC1CN(C1)C(=O)OC(C)(C)C